6-Fluoro-1-methyl-1,2-dihydro-3H-benzo[e]indole-3-carboximidamide FC1=CC=CC=2C=3C(CN(C3C=CC21)C(N)=N)C